N-(3-{6-oxo-4-[6-(2,2,2-trifluoroethoxy)pyridin-3-yl]-1,6-dihydropyrimidin-2-yl}-4-(trifluoromethyl)benzyl)isobutyramide O=C1C=C(N=C(N1)C=1C=C(CNC(C(C)C)=O)C=CC1C(F)(F)F)C=1C=NC(=CC1)OCC(F)(F)F